methyl 1-benzyl-7-chloro-4-hydroxy-2-oxo-1,2-dihydroquinoline-3-carboxylate C(C1=CC=CC=C1)N1C(C(=C(C2=CC=C(C=C12)Cl)O)C(=O)OC)=O